O1C(CCCC1)N1N=CC2=C(C=CC=C12)N1CCN(CC1)C(=O)OC(C)(C)C tert-butyl 4-(1-tetrahydropyran-2-ylindazol-4-yl)piperazine-1-carboxylate